1,3,5,7-tetrabromonaphthalene BrC1=CC(=CC2=C(C=C(C=C12)Br)Br)Br